ClC1=CN=CC(=N1)C(C(=O)OC)CC Methyl 2-(6-chloropyrazin-2-yl)butanoate